N1=C(SC2=C1C1=C(C=C2)OCC1)N1C(N[C@@H]2[C@H]1C[C@@H](OC2)CC)=O (3aR,6S,7aR)-1-(7,8-dihydrofuro[3,2-e][1,3]benzothiazol-2-yl)-6-ethyl-hexahydropyrano[3,4-d]imidazol-2(3H)-one